N-[3-[2-[2-[2-(2-hydroxyethoxy)ethoxy]ethoxy]ethoxy]propyl]-2-[4-[[5-(trifluoromethyl)-3-pyridyl]oxy]phenoxy]acetamide OCCOCCOCCOCCOCCCNC(COC1=CC=C(C=C1)OC=1C=NC=C(C1)C(F)(F)F)=O